CC(COC1=CC2=CC=CC=C2C=C1)=C 2-(2-methylallyloxy)naphthalene